{4-Methyl-2-[1-(trifluoromethyl)cyclopropyl]pyridine-3-yl}methanol CC1=C(C(=NC=C1)C1(CC1)C(F)(F)F)CO